N-(3-fluoro-4-(trifluoromethoxy)phenyl)-2,7-diazaspiro[3.5]nonane-2-carboxamide trifluoroacetate FC(C(=O)O)(F)F.FC=1C=C(C=CC1OC(F)(F)F)NC(=O)N1CC2(C1)CCNCC2